7-((2,6-Difluorophenyl)ethynyl)quinoline FC1=C(C(=CC=C1)F)C#CC1=CC=C2C=CC=NC2=C1